4-cyclopropyl-3-(N-(5-(isothiazol-5-yl)-2-(thiophen-2-yl)phenyl)sulfamoyl)benzoic acid C1(CC1)C1=C(C=C(C(=O)O)C=C1)S(NC1=C(C=CC(=C1)C1=CC=NS1)C=1SC=CC1)(=O)=O